trans-4-(((trans-4-(6-Cyano-5-methoxypyridin-2-yl)cyclohexyl)methyl)(4-(1-isopropyl-1H-pyrazol-4-yl)pyridin-2-yl)carbamoyl)cyclohexyl cyclopropylcarbamate C1(CC1)NC(O[C@@H]1CC[C@H](CC1)C(N(C1=NC=CC(=C1)C=1C=NN(C1)C(C)C)C[C@@H]1CC[C@H](CC1)C1=NC(=C(C=C1)OC)C#N)=O)=O